methyl 3-(1,3-dioxolan-2-yl)-4-acetamidobenzoate O1C(OCC1)C=1C=C(C(=O)OC)C=CC1NC(C)=O